ClC1=C(C=C2CCN(C2=C1)C1=NC=NC2=CC=C(C=C12)C1=CN=CC(=N1)C(=O)NC)F 6-[4-(6-chloro-5-fluoro-indolin-1-yl)quinazolin-6-yl]-N-methyl-pyrazine-2-carboxamide